1-(4-(3,4-dichlorophenyl)-5-(isopropylsulfanyl)thiazol-2-yl)-3-methyl-4-(4-(methylsulfonyl)phenyl)-1H-pyrazole-5-carboxylic acid ClC=1C=C(C=CC1Cl)C=1N=C(SC1SC(C)C)N1N=C(C(=C1C(=O)O)C1=CC=C(C=C1)S(=O)(=O)C)C